N-(4-4,7-diazaspiro[2.5]octan-7-yl-2-fluorophenyl)-7-ethoxy-2-methylimidazo[1,2-a]pyridine-6-carboxamide C1CC12NCCN(C2)C2=CC(=C(C=C2)NC(=O)C=2C(=CC=1N(C2)C=C(N1)C)OCC)F